N1(CCSCC1)S1CC(NCC1)=O 1-thiomorpholinyl-(thiomorpholinone)